CSCCC 2-thiapentan